BrC1=CC2=C(C(C3=C(N(S2)C)C=CC=C3)=O)C=C1O 3-Bromo-2-hydroxy-6-methyldibenzo[c,f][1,2]thiazepin-11(6H)-one